C1=CC=CC=2C3=CC=CC=C3C(C12)COC(=O)NCCOP(=O)(O)OP(=O)(O)OCOC=1C(=NC2=CC=CC=C2C1)C(=O)O 3-((((((2-((((9H-fluoren-9-yl)methoxy)carbonyl)amino)ethoxy)(hydroxy)phosphoryl)oxy)(hydroxy)phosphoryl)oxy)methoxy)quinoline-2-carboxylic acid